FC1=CC=C(C=C1)[C@H](C)OC=1C=C(C=CC1NS(=O)(=O)CC(F)(F)F)C1=NNC(=C1C(=O)N)NC1=NC(=CC=C1)C(F)(F)F 3-{3-[(1S)-1-(4-fluorophenyl)ethoxy]-4-(2,2,2-trifluoroethane-sulfonamido)phenyl}-5-{[6-(trifluoromethyl)pyridin-2-yl]amino}-1H-pyrazole-4-carboxamide